2-[4-bromo-2-[2-(3-methylsulfonylpyrrolidin-1-yl)ethoxy]phenyl]-8-chloro-chromen-4-one BrC1=CC(=C(C=C1)C=1OC2=C(C=CC=C2C(C1)=O)Cl)OCCN1CC(CC1)S(=O)(=O)C